(2R,3R,4S,5S)-2-(4-Amino-5-(furan-2-yl)-7H-pyrrolo[2,3-d]pyrimidin-7-yl)-5-((((3-methyl-5-phenylisoxazol-4-yl)methyl)thio)methyl)tetrahydrofuran-3,4-diol NC=1C2=C(N=CN1)N(C=C2C=2OC=CC2)[C@@H]2O[C@@H]([C@H]([C@H]2O)O)CSCC=2C(=NOC2C2=CC=CC=C2)C